ethyl 2-(5-bromo-2-oxo-4-(trifluoromethyl)pyridin-1(2H)-yl)-4,4-dimethylpentanoate BrC=1C(=CC(N(C1)C(C(=O)OCC)CC(C)(C)C)=O)C(F)(F)F